BrC1=CC=C(C=C1)NC(=S)NCCCS(=O)C 1-(4-bromophenyl)-3-[3-(methylsulfinyl)propyl]thiourea